COC(=O)C1[N@@](C1)C(=O)N1C[C@H](CC1)C(=O)O (S)-1-((R)-2-(methoxycarbonyl)aziridine-1-carbonyl)pyrrolidine-3-carboxylic acid